2,6-bis(4-phenyl-2-oxazolinyl)pyridine C1(=CC=CC=C1)C1N=C(OC1)C1=NC(=CC=C1)C=1OCC(N1)C1=CC=CC=C1